5,8-dichloro-2-[(4-methoxy-6-methyl-2-oxo-1,2-dihydro-pyridin-3-yl)methyl]-7-[(R)-methoxy(oxetan-3-yl)methyl]-3,4-dihydroisoquinolin-1(2H)-one ClC1=C2CCN(C(C2=C(C(=C1)[C@@H](C1COC1)OC)Cl)=O)CC=1C(NC(=CC1OC)C)=O